titanium-rubidium [Rb].[Ti]